C(\C(\C)=C/C)(=O)OC/C(/C(=O)O)=C/C (Z)-2-angeloyloxymethyl-2-butenoic acid